C(C1=CC=CC=C1)(=O)C1(NC(N([C@H]2C[C@](O)([C@@H](CO)O2)C(C(=O)[O-])(CC(=O)[O-])CC2=CC(=C(C(=C2)OCCCCCCCCCCCCCCCCCC)OCCCCCCCCCCCCCCCCCC)OCCCCCCCCCCCCCCCCCC)C=C1C)=O)N 4-benzoyl-5-methyl-2'-deoxycytidine-3'-yl-[3,4,5-tris(octadecyloxy)benzyl]succinate